ClC=1N=C(C2=C(N1)CCCCC2)N2[C@@H](CCC2)CO (S)-(1-(2-chloro-6,7,8,9-tetrahydro-5H-cyclohepta[d]pyrimidin-4-yl)pyrrolidin-2-yl)methanol